C(C1=CC=CC=C1)OC1=C(C2=CC=CC=C2C=C1)B(O)O 2-(BENZYLOXY)NAPHTHALEN-1-YLBORONIC ACID